CC1=NC=CC(=C1)OC=1C=C(C(=O)N[C@H](C)C=2C=NC(=NC2)C(F)(F)F)C=C(C1)C=1SC(=CN1)C 3-[(2-methylpyridin-4-yl)oxy]-5-(5-methyl-1,3-thiazol-2-yl)-N-{(1R)-1-[2-(trifluoromethyl)pyrimidin-5-yl]ethyl}benzamide